tert-Butyl-4-(bis(4-fluorophenyl)methyl)-3-(cyclopropylcarbamoyl)piperazine-1-carboxylate C(C)(C)(C)OC(=O)N1CC(N(CC1)C(C1=CC=C(C=C1)F)C1=CC=C(C=C1)F)C(NC1CC1)=O